C(CC1=CC=CC=C1)C1(CCN(CC1)CC1=CC2=C(NC(OC2)=O)C=C1)C1=CC=NC=C1 6-((4-phenethyl-4-(pyridin-4-yl)piperidin-1-yl)methyl)-1H-benzo[d][1,3]oxazin-2(4H)-one